FC1(CC(C1)C=1C=CC(=NC1F)[C@@H](NC(=O)[C@H]1N(C[C@@H](C1)F)C(CC=1C(N(C=C(C1)C)CC)=O)=O)C1=CC=CC=C1)F (2S,4R)-N-[(S)-[5-(3,3-difluorocyclobutyl)-6-fluoropyridin-2-yl](phenyl)methyl]-1-[2-(1-ethyl-5-methyl-2-oxo-1,2-dihydropyridin-3-yl)acetyl]-4-fluoropyrrolidine-2-carboxamide